O1C(OC2=C1C=CC(=C2)N2C(=CC1=C2N=CN(C1=O)CC1(CCN(CC1)C(=O)C1=CN=C(O1)C1CC1)O)Cl)([2H])[2H] 7-(Benzo[d][1,3]dioxol-5-yl-2,2-d2)-6-chloro-3-((1-(2-cyclopropyloxazole-5-carbonyl)-4-hydroxypiperidin-4-yl)methyl)-3,7-dihydro-4H-pyrrolo[2,3-d]pyrimidin-4-one